3-(2,2-dimethyl-3-vinyl-2H-chromen-7-yl)pyridine CC1(OC2=CC(=CC=C2C=C1C=C)C=1C=NC=CC1)C